tert-butyl 7-aminosulfonyl-2,7-diazaspiro[3.5]nonane-2-carboxylate 1-tert-butyl-formate C(C)(C)(C)C(=O)O.NS(=O)(=O)N1CCC2(CN(C2)C(=O)OC(C)(C)C)CC1